C(C)(=O)N(N(C(=O)C1=CC=2C3=C(C(=NC2C=C1)N)C=NN3C)CC3=CC1=C(N=CS1)C=C3)C N'-acetyl-4-amino-N-(1,3-benzothiazol-6-ylmethyl)-N',1-dimethyl-pyrazolo[4,3-c]quinoline-8-carbohydrazide